methyl N-(triethylammonium-sulfonyl)carbamate C(C)[N+](S(=O)(=O)NC(OC)=O)(CC)CC